(S)-5-methoxy-4-((2-(4-(methoxycarbonyl)phenyl)-4-(1-cyclopropyl-1H-pyrazol-4-yl)piperidin-1-yl)methyl)-7-methyl-1H-indole-1-carboxylic acid tert-butyl ester C(C)(C)(C)OC(=O)N1C=CC2=C(C(=CC(=C12)C)OC)CN1[C@@H](CC(CC1)C=1C=NN(C1)C1CC1)C1=CC=C(C=C1)C(=O)OC